ClC1=CC=C(C=C1)C1CCN(CC1)C(CN1N=C(C2=C1CCC2)C(=O)N2C[C@H](O[C@H](C2)C)C)=O 1-[4-(4-chlorophenyl)piperidin-1-yl]-2-{3-[(2R,6S)-2,6-dimethylmorpholine-4-carbonyl]-5,6-dihydrocyclopenta[c]pyrazol-1(4H)-yl}ethan-1-one